NC1=C2C(=NC=N1)N(N=C2C2=CC=C(C=C2)OC2=CC=CC=C2)C2CCN(CC2)C2CN(C2)C2CN(C2)C=2C=C(C(C(=O)OC)=CC2)C(=O)OC Dimethyl 4-(3-(4-(4-amino-3-(4-phenoxyphenyl)-1H-pyrazolo[3,4-d]pyrimidin-1-yl)piperidin-1-yl)-[1,3'-biazetidin]-1'-yl)phthalate